FC=1C=C2C(CC(OC2=CC1F)(C)C)(O)CS(=O)(=O)NC(OC(C)(C)C)=O tert-butyl (((6,7-difluoro-4-hydroxy-2,2-dimethylchroman-4-yl)methyl)sulfonyl)carbamate